2-(7-phenyl-2,7-diazaspiro[4.4]nonan-2-yl)isonicotinic acid C1(=CC=CC=C1)N1CC2(CCN(C2)C=2C=C(C(=O)O)C=CN2)CC1